3-(4-(((7-fluorobenzo[d]thiazol-2-yl)(2-fluorophenethyl)amino)-methyl)phenyl)propiolic acid FC1=CC=CC=2N=C(SC21)N(CCC2=C(C=CC=C2)F)CC2=CC=C(C=C2)C#CC(=O)O